P(=O)(OC(C=1C(=NC=CC1)NC)(C(C)(C)C)C(C)(C)C)([O-])[O-] di-tert-butyl[2-(methylamino)pyridin-3-yl]methyl Phosphate